BrC1=CC=C(C2=CC=CC=C12)CC=1NC(=CN1)C1=CC=CC=C1 2-((4-bromonaphthalen-1-yl)methyl)-5-phenyl-1H-imidazole